N-methyl-2-(1-((5-(2-(2-methyl-1-oxoisoindolin-4-yl)phenyl)furan-2-yl)methyl)-3-oxopiperazin-2-yl)acetamide CNC(CC1N(CCNC1=O)CC=1OC(=CC1)C1=C(C=CC=C1)C1=C2CN(C(C2=CC=C1)=O)C)=O